N(=[N+]=[N-])CCOCCOCCOCCOCCOCCN(C1=CC=C(C=C1)C=1OC2=C(C(C1)=O)C=CC=1NC(=NC12)C)C 8-(4-((17-azido-3,6,9,12,15-pentaoxaheptadecyl)(methyl)amino)phenyl)-2-methylchromeno[7,8-d]imidazol-6(3H)-one